ethyl 2-[(diphenylmethyl)(methyl)amino]-5-hydroxy-1-methyl-6-oxo-1,6-dihydropyrimidine-4-carboxylate C1(=CC=CC=C1)C(C1=CC=CC=C1)N(C=1N(C(C(=C(N1)C(=O)OCC)O)=O)C)C